N-[3-chloro-4-[4-(4,4-dimethylpiperazin-4-ium-1-carbonyl)piperidine-1-carbonyl]phenyl]-1-methyl-5-[1-(5-nitro-2-pyridyl)-3-(trifluoromethyl)pyrazol-4-yl]imidazole-2-carboxamide ClC=1C=C(C=CC1C(=O)N1CCC(CC1)C(=O)N1CC[N+](CC1)(C)C)NC(=O)C=1N(C(=CN1)C=1C(=NN(C1)C1=NC=C(C=C1)[N+](=O)[O-])C(F)(F)F)C